trans-2-(6-hexyl-4-phenylquinolin-2-yl)cyclopropane-1-carboxylic acid C(CCCCC)C=1C=C2C(=CC(=NC2=CC1)[C@H]1[C@@H](C1)C(=O)O)C1=CC=CC=C1